[O-2].[Ta+5].[La+3].[Li+] Lithium lanthanum tantalum oxide